FC1=CC=C(C=C1)[C@@H]1CN(CC1)C(=O)C1=CC=C(OC[C@@H](CN2N=C(N=N2)C#N)O)C=C1 2-((R)-3-(4-((R)-3-(4-fluorophenyl)pyrrolidine-1-carbonyl)phenoxy)-2-hydroxypropyl)-2H-tetrazole-5-carbonitrile